(R)-3-(3-fluoro-4-methoxyphenyl)-3-(5-(3-(5,6,7,8-tetrahydro-1,8-naphthyridin-2-yl)propyl)thiazol-2-yl)propionic acid FC=1C=C(C=CC1OC)[C@@H](CC(=O)O)C=1SC(=CN1)CCCC1=NC=2NCCCC2C=C1